NC1=C(C(=CC=C1)Br)N(C(OC(C)(C)C)=O)C tert-butyl (2-amino-6-bromophenyl)(methyl)carbamate